6-{1-[5-(4-fluorophenoxy)-4-methoxypyridine-2-carbonyl]Piperidin-4-yl}-5-methylpyridazin-3-amine FC1=CC=C(OC=2C(=CC(=NC2)C(=O)N2CCC(CC2)C2=C(C=C(N=N2)N)C)OC)C=C1